FC=1C=C(C=CC1CN1C[C@@H]2CN(C[C@@H]2C1)C)C=1C=C(C2=C(N(C(=N2)C2=CC=C(C=C2)S(=O)(=O)C)C)C1)C 6-(3-Fluoro-4-((cis-5-methylhexahydropyrrolo[3,4-c]pyrrol-2(1H)-yl)methyl)phenyl)-1,4-dimethyl-2-(4-(methylsulfonyl)phenyl)-1H-benzo[d]imidazol